(S)-7-amino-5-methyl-8,9-dihydro-5H-pyrido[3,2-b]azepin-6(7H)-one N[C@H]1CCC2=C(N(C1=O)C)C=CC=N2